C(#N)C1=CC(=C(C(=O)O)C=C1)N1[C@@H](COCC1)C (R)-4-cyano-2-(3-methylmorpholino)benzoic acid